rac-(3S)-3-[4-[4-[4-[4-[3-amino-6-(5-fluoro-2-hydroxy-phenyl)pyridazin-4-yl]pyrazol-1-yl]-1-piperidyl]cyclohexyl]indolin-1-yl]piperidine-2,6-dione NC=1N=NC(=CC1C=1C=NN(C1)C1CCN(CC1)C1CCC(CC1)C1=C2CCN(C2=CC=C1)[C@@H]1C(NC(CC1)=O)=O)C1=C(C=CC(=C1)F)O |r|